[Na+].O[C@H]1[C@H](O)[C@@H](O)[C@H](O)[C@H](O1)C(=O)[O-] β-D-glucuronic acid, sodium salt